C(=O)(OC(C)(C)C)N1CC2C(C1)CC(C2)=O N-Boc-hexahydro-5-oxocyclopenta[C]pyrrole